tert-butyl 4-[[1-(3-methoxy-4-tetrahydropyran-2-yloxy-phenyl)azetidin-3-yl]methyl]piperidine-1-carboxylate COC=1C=C(C=CC1OC1OCCCC1)N1CC(C1)CC1CCN(CC1)C(=O)OC(C)(C)C